Cl.ClC1=NC=CC(=C1)CN (2-chloropyridin-4-yl)methanamine hydrochloride